dimethyl-(pentafluorophenyl)silane methyl-(R)-3-(4-((5-fluoro-4-(7-(3-methoxy-2-(4-methylpiperazin-1-yl)propanamido)-1H-indol-3-yl)pyrimidin-2-yl)amino)pyridin-2-yl)propanoate COC(CCC1=NC=CC(=C1)NC1=NC=C(C(=N1)C1=CNC2=C(C=CC=C12)NC([C@@H](COC)N1CCN(CC1)C)=O)F)=O.C[SiH](C1=C(C(=C(C(=C1F)F)F)F)F)C